SALICYLATE (cyclohexyl 2-hydroxybenzoate) C1(CCCCC1)C=1C(=C(C(=O)O)C=CC1)O.C(C=1C(O)=CC=CC1)(=O)O